ClC=1C(=CC2=C(N(C(N=C2O)=O)C=2C(=NC=CC2SC)C(C)C)N1)F 7-Chloro-6-fluoro-4-hydroxy-1-(2-isopropyl-4-(methylthio)pyridin-3-yl)pyrido[2,3-d]pyrimidin-2(1H)-one